2-glycidoxy-3-mercaptobutane C(C1CO1)OC(C)C(C)S